S1C=NC2=C1C=C(C=C2)\C=C/2\C(N(C(=N2)SC)C2CCCC2)=O (5Z)-5-(1,3-benzothiazol-6-ylmethylene)-3-cyclopentyl-2-methylsulfanyl-imidazol-4-one